2-(6-iodo-5-methoxypyridin-3-yl)acetic acid IC1=C(C=C(C=N1)CC(=O)O)OC